C[C@H](CCC=C(C)C)[C@H]1CC[C@@H]2[C@@]1(CC[C@H]3C2=CC=C4[C@@]3(CC[C@@H](C4)O)C)C The molecule is a 3beta-sterol having the structure of desmosterol with an extra double bond at C-7--C-8. It has a role as a human metabolite and a mouse metabolite. It derives from a desmosterol.